C(=O)[C@H]1CNCCO1 (R)-2-formylmorpholine